C(CCCCCCCCCCCCCCC)OOO[SiH3] hexadecyl-trioxysilane